6-(2-(4-(2-(4,4-difluoropiperidin-1-yl)-6-methylpyrimidin-4-yl)-1H-1,2,3-triazol-1-yl)-5-iodophenyl)-6-azaspiro[2.5]octane FC1(CCN(CC1)C1=NC(=CC(=N1)C=1N=NN(C1)C1=C(C=C(C=C1)I)N1CCC2(CC2)CC1)C)F